O[C@H]1C[C@@H](O[C@@]1(C)CO)N1C(NC(C=C1)=O)=O |&1:5| 1-((2R,4S,SR)-4-hydroxy-5-(hydroxymethyl)-5-methyltetrahydrofuran-2-yl)pyrimidine-2,4(1H,3H)-dione